CC1(CCC(CC1)NC1=CC(=NC=C1C1=NN(C(=C1)C(F)(F)F)C)NC1=NC(=NC=C1)C=1C(=NN(C1)CC(F)(F)F)C)O (1s,4s)-1-Methyl-4-((2-((2-(3-methyl-1-(2,2,2-trifluoroethyl)-1H-pyrazol-4-yl)pyrimidin-4-yl)amino)-5-(1-methyl-5-(trifluoromethyl)-1H-pyrazol-3-yl)pyridin-4-yl)amino)cyclohexan-1-ol